(3S)-N-{[3-(8-{[(3S,4R)-3-fluoro-1-methylpiperidin-4-yl]amino}-3-[(trifluoromethyl)sulfanyl]indolizin-2-yl)-1,2,4-oxadiazol-5-yl]methyl}-4-methylmorpholine-3-carboxamide F[C@H]1CN(CC[C@H]1NC1=CC=CN2C(=C(C=C12)C1=NOC(=N1)CNC(=O)[C@H]1N(CCOC1)C)SC(F)(F)F)C